2,5-Bis(6-methylheptyl)benzene-1,3-diol CC(CCCCCC1=C(C=C(C=C1O)CCCCCC(C)C)O)C